4-[6-(6-fluoro-4-methoxy-2-pyridyl)-5-methyl-7,8-dihydro-5H-pyrido[4,3-d]pyrimidin-2-yl]thiazole FC1=CC(=CC(=N1)N1C(C2=C(N=C(N=C2)C=2N=CSC2)CC1)C)OC